tert-butyl 4-(2-cyano-5-isobutyl-phenyl)-1,4-diazepane-1-carboxylate C(#N)C1=C(C=C(C=C1)CC(C)C)N1CCN(CCC1)C(=O)OC(C)(C)C